C(C)(C1=C(C(=CC(=C1)C)C)OCC(=O)N)C1=C(C(=CC(=C1)C)C)OCC(=O)N 2,2'-((ethane-1,1-diylbis(4,6-dimethyl-2,1-phenylene))bis(oxy))diacetic amide